F[C@H]1CN(CC[C@H]1NC1=CC=CN2C(=C(C=C12)C#CCN(C(OC(C)(C)C)=O)C1=C(C=C(C=C1)C(NC)=O)F)SC(F)(F)F)C tert-butyl N-[3-(8-{[(3S,4R)-3-fluoro-1-methylpiperidin-4-yl]amino}-3-[(trifluoromethyl)sulfanyl]indolizin-2-yl)prop-2-yn-1-yl]-N-[2-fluoro-4-(methylcarbamoyl)phenyl]carbamate